COCCN (R)-(-)-2-methoxyethylamine